NC=1C=2N(C=CN1)C(=NC2C)C(C)C=2C(=C(C(=O)NCC1(CC1)O)C(=C(C2)Cl)F)OC(C)C 3-(1-(8-amino-1-methylimidazo[1,5-a]pyrazin-3-yl)ethyl)-5-chloro-6-fluoro-N-((1-hydroxycyclopropyl)methyl)-2-isopropoxybenzamide